O=C1NC(CCC1N1C(C2=CC=CC(=C2C1=O)OCCN1C[C@@H](CC1)NC(OC(C)(C)C)=O)=O)=O tert-butyl ((3R)-1-(2-((2-(2,6-dioxopiperidin-3-yl)-1,3-dioxoisoindolin-4-yl)oxy)ethyl)pyrrolidin-3-yl)carbamate